COC1=CC=C(C=C1)C(OC[C@H](CN1C=2N=C(NC(C2N=C1)=O)NC(C(C)C)=O)O)(C1=CC=CC=C1)C1=CC=C(C=C1)OC N-[9-[(2S)-3-[bis(4-methoxyphenyl)-phenyl-methoxy]-2-hydroxy-propyl]-6-oxo-1H-purin-2-yl]-2-methyl-propionamide